C(N)(=O)C1=C(C=CC(=C1)S(N[C@H](C)C1CCNCC1)(=O)=O)NC(C1=C(C=CC=C1)C)=O (R)-N-(2-carbamoyl-4-(N-(1-(piperidin-4-yl)ethyl)sulfamoyl)phenyl)-2-methylbenzamide